4-(((R)-1-(3-(difluoromethyl)-2-fluorophenyl)ethyl)amino)-8-methyl-6-((S)-piperidine-3-yl)pyrido[2,3-d]pyrimidin-7(8H)-one FC(C=1C(=C(C=CC1)[C@@H](C)NC=1C2=C(N=CN1)N(C(C(=C2)[C@H]2CNCCC2)=O)C)F)F